copper hydroxide hemihydrate O.[Cu](O)O.[Cu](O)O